(7-bromoheptyl)pyridazine methyl-6-(azidomethyl)-5-fluoronicotinate COC(C1=CN=C(C(=C1)F)CN=[N+]=[N-])=O.BrCCCCCCCC=1N=NC=CC1